1-((2S,5R)-5-((5-((R)-cyclopropyl(hydroxy)methyl)-7H-pyrrolo[2,3-d]pyrimidin-4-yl)amino)-2-methylpiperidin-1-yl)prop-2-en-1-one C1(CC1)[C@H](C1=CNC=2N=CN=C(C21)N[C@@H]2CC[C@@H](N(C2)C(C=C)=O)C)O